COC(C(C(=O)OC)=CC1=C(C=CC=C1)OCCCC)=O 2-butoxybenzylidene-malonic acid dimethyl ester